C1(=CC(=CC=C1)C1(CC1)C=1NC(C2=C(N1)CCN(C2)C(CC=2C=C(C=CC2)C2=CC(=CC=C2)C(F)(F)F)=O)=O)C=2CCCCC2 2-(1-(2',3',4',5'-tetrahydro-[1,1'-biphenyl]-3-yl)cyclopropyl)-6-(2-(3'-(trifluoromethyl)-[1,1'-biphenyl]-3-yl)acetyl)-5,6,7,8-tetrahydropyrido[4,3-d]pyrimidin-4(3H)-one